FC(OC1=CC=C(C=C1)C1=CC=C(C=N1)\C=C/1\C(NC(S1)=O)=O)(F)F (Z)-5-((6-(4-(trifluoromethoxy)phenyl)pyridin-3-yl)methylene)thiazolidin-2,4-dione